2-[4-(4-(ethoxycarbonylmethyl)phenyl)-6-(4-hydroxypiperidin-1-yl)pyrimidin-2-ylamino]-4-methylthiazole-5-carboxylic acid ethyl ester C(C)OC(=O)C1=C(N=C(S1)NC1=NC(=CC(=N1)C1=CC=C(C=C1)CC(=O)OCC)N1CCC(CC1)O)C